2-((12-phenyldodec-11-yn-1-yl)oxy)tetrahydro-2H-pyran tert-butyl-((6-fluoro-1-oxo-1,3-dihydroisobenzofuran-5-yl)methyl)carbamate C(C)(C)(C)N(C(O)=O)CC=1C=C2COC(C2=CC1F)=O.C1(=CC=CC=C1)C#CCCCCCCCCCCOC1OCCCC1